C1(=CC=CC=C1)C1=CC=C(O1)C1=CC=CN2C1=NS(CC2)(=O)=O 9-(5-phenylfuran-2-yl)-3,4-dihydropyrido[2,1-c][1,2,4]thiadiazine 2,2-dioxide